5-chloro-7-(1-ethylcyclopropyl)-2-(((3S,4R)-3-hydroxytetrahydro-2H-pyran-4-yl)amino)pyrrolo[2,1-f][1,2,4]triazine-6-carbonitrile ClC=1C(=C(N2N=C(N=CC21)N[C@H]2[C@@H](COCC2)O)C2(CC2)CC)C#N